CN(CCCOCCC[Si](OC)(OC)OC)C N,N-dimethyl-3-(3-(trimethoxysilyl)propoxy)propane-1-amine